2-amino-3-(3-chloro-2-fluorophenyl)propionic acid methyl ester COC(C(CC1=C(C(=CC=C1)Cl)F)N)=O